BrC=1C=C(C=CC1F)N1C(=NOC1=O)C1=NON=C1NC1CC(C1)O 4-(3-bromo-4-fluorophenyl)-3-(4-((3-hydroxycyclobutyl)amino)-1,2,5-oxadiazol-3-yl)-1,2,4-oxadiazol-5(4H)-one